germanium-iron [Fe].[Ge]